S(C1=C(C(=CC(=C1)C(C)(C)C)C(C)(C)C)O)C1=C(C(=CC(=C1)C(C)(C)C)C(C)(C)C)O 2,2'-thiobis(4,6-di-tert-butylphenol)